O1C=2C(NCC1)C1CC=CC=C1C2 hexahydroindeno[2,1-b][1,4]oxazine